O=C1NC(CCC1N1C(C2=CC=C(C=C2C1)C(=O)NC=1C=NC=2CCCC(C2C1)OC)=O)=O 2-(2,6-dioxopiperidin-3-yl)-N-(5-methoxy-5,6,7,8-tetrahydroquinolin-3-yl)-1-oxo-3H-isoindole-5-carboxamide